C(C)(C)(C)OC(=O)N1CCC(CC1)[C@@H]1[C@@H](C1)C=O 4-((1R,2R)-2-formylcyclopropyl)piperidine-1-carboxylic acid tert-butyl ester